benzyl (R)-2-(((benzyloxy)carbonyl)amino)-3-(2'-carbamoyl-5-fluoro-[1,1'-biphenyl]-3-carboxamido)propanoate C(C1=CC=CC=C1)OC(=O)N[C@@H](C(=O)OCC1=CC=CC=C1)CNC(=O)C=1C=C(C=C(C1)F)C1=C(C=CC=C1)C(N)=O